ClC=1C(=C(C(=CC1)C)NS(=O)(=O)C1=CC=C(C=C1)NC(NCC=1C=NC=CC1)=O)C 3-{4-[(3-chloro-2,6-dimethylphenyl)sulfamoyl]phenyl}-1-(pyridin-3-ylmethyl)urea